4-amino-9,9-dimethylfluorene NC1=CC=CC=2C(C3=CC=CC=C3C12)(C)C